C(CCl)O Chloroethanol